trans-4-((3-(2-Cyclopropylthiazol-5-yl)phenyl)((trans-4-(4-methoxy-3-methylphenyl)cyclohexyl)methyl)carbamoyl)cyclohexanecarboxylic Acid C1(CC1)C=1SC(=CN1)C=1C=C(C=CC1)N(C(=O)[C@@H]1CC[C@H](CC1)C(=O)O)C[C@@H]1CC[C@H](CC1)C1=CC(=C(C=C1)OC)C